6-(2-aminophenyl)-4-[8-[3-(piperazin-1-ylmethyl)phenyl]-3,8-diazabicyclo[3.2.1]octan-3-yl]pyridazin-3-amine NC1=C(C=CC=C1)C1=CC(=C(N=N1)N)N1CC2CCC(C1)N2C2=CC(=CC=C2)CN2CCNCC2